(2-chloro-6-fluorophenyl-(carbamoyl)-2-fluoro-5-((1,1,1-trifluoropropan-2-yl)oxy)phenyl)pyrrolidine-1-carboxamide ClC1=C(C(=CC=C1)F)C1=C(C(=C(C=C1OC(C(F)(F)F)C)C1N(CCC1)C(=O)N)F)C(N)=O